C(CC)OCC(C)OCC(C)N 1-((1-propoxypropan-2-yl)oxy)propan-2-amine